2-[(1S,4S,5R)-5-({5-cyclopropyl-3-[2-(trifluoromethyl)phenyl]-1,2-oxazol-4-yl}methoxy)-2-azabicyclo[2.2.1]heptan-2-yl]-4-fluoro-1,3-benzothiazole-6-carboxylic acid C1(CC1)C1=C(C(=NO1)C1=C(C=CC=C1)C(F)(F)F)CO[C@H]1[C@@H]2CN([C@H](C1)C2)C=2SC1=C(N2)C(=CC(=C1)C(=O)O)F